(2S)-exo-2-azabicyclo[2.2.1]heptane-3-carbonitrile C12NC(C(CC1)C2)C#N